C1(=CC=CC=C1)C=1C=C(C=2C(=CNC2C1)SC1=CC=C(C=C1)C(F)(F)F)C(=O)NC1CC2(CC(C2)C(=O)O)C1 (±)-6-(6-phenyl-3-((4-(trifluoromethyl)phenyl)thio)-1H-indole-4-carboxamido)spiro[3.3]heptane-2-carboxylic acid